7-fluoro-8-methylquinazoline FC1=CC=C2C=NC=NC2=C1C